5-(4H-1,2,4-triazole-4-yl)isophthalic acid N=1N=CN(C1)C=1C=C(C=C(C(=O)O)C1)C(=O)O